C(#N)CC1=CC=C(C=C1)C1=CC(=CC(=C1)C1=CC=C(C=C1)CC#N)C1=CC=C(C=C1)CC#N 1,3,5-tris(4-cyanomethylphenyl)benzene